ethyl 6-tert-butyl-4-oxo-1H-pyridine-3-carboxylate C(C)(C)(C)C1=CC(C(=CN1)C(=O)OCC)=O